FC1=NN(C=C1)C fluoro-1-methylpyrazol